ClC1=CC=C(C=C1)[C@@]1(N(C(C2=CC(=CC(=C12)F)C(CC)(O)C1(CCNCC1)F)=O)CC1=NC=C(C=N1)Cl)O[C@@H]1CC(CC1)=O (3R)-3-(4-chlorophenyl)-2-[(5-chloropyrimidin-2-yl)methyl]-4-fluoro-6-[1-(4-fluoropiperidin-4-yl)-1-hydroxypropyl]-3-[(3S)-oxocyclopent-3-yloxy]-2,3-dihydro-1H-isoindol-1-one